tetrapropylphosphonium thiocyanate [S-]C#N.C(CC)[P+](CCC)(CCC)CCC